C(C)N1C(NC2=CC(=CC=C2C1=O)CN1CCN(CC1)C=1C=C(C(=NC1)C(=O)NC)C)=O 5-(4-((3-ethyl-2,4-dioxo-1,2,3,4-tetrahydroquinazolin-7-yl)methyl)piperazin-1-yl)-N,3-dimethylpyridinecarboxamide